CC1=CC=CC(=N1)CN[C@@H]1[C@@H](CCCC1)OC=1C=C2CN(C(C2=CC1)=O)C1C(NC(CC1)=O)=O 3-(5-(((1R,2S)-2-(((6-methylpyridin-2-yl)methyl)amino)cyclohexyl)oxy)-1-oxoisoindolin-2-yl)piperidine-2,6-dione